3-[(3-chloro-2-methoxyphenyl)amino]-2-{2-[(3-ethyl-1,2,3-triazol-4-yl)amino]pyrimidin-4-yl}-1H,5H,6H,7H-pyrrolo[3,2-c]pyridin-4-one ClC=1C(=C(C=CC1)NC1=C(NC2=C1C(NCC2)=O)C2=NC(=NC=C2)NC=2N(N=NC2)CC)OC